o-bis(chloromethyl)benzene ClCC1=C(C=CC=C1)CCl